5-(3,5-di-tert-butylphenyl)picolinaldehyde C(C)(C)(C)C=1C=C(C=C(C1)C(C)(C)C)C=1C=CC(=NC1)C=O